C(C)(C)(C)SC1=CC2=C(N(C(N2C)=O)C)C=C1 5-(tert-butylsulfanyl)-1,3-dimethyl-1,3-dihydro-2H-benzo[d]imidazol-2-one